CN1C(NCCCC1)=O 3-methyl-1,3-diazacycloheptan-2-one